C(C)(C)(C)C1=CC=C(C=C1)C1=CC(=CC=C1)N(C1=NC=2N(C3=CC=CC=C13)C=NN2)C N-(4'-(tert-Butyl)-[1,1'-biphenyl]-3-yl)-N-methyl[1,2,4]triazolo[4,3-a]quinazolin-5-amine